C(C)(C)(C)C1N(CCC(C1)N)C(=O)O.C(C)(C)(C)OC(=O)N1CCC(CC1)N.CCCC[Si](OCC)(OCC)OCC 3-methylpropyl-triethoxysilane Tert-butyl-4-aminopiperidine-1-carboxylate (tert-butyl-4-aminopiperidine-1-carboxylate)